N[C@@H]1CN(CC1)C1=CC=CC(=N1)C(=O)NC=1C=C2C(=NC1N1CCCCC1)N=C(S2)N2CCOCC2 (S)-6-(3-aminopyrrolidin-1-yl)-N-(2-morpholino-5-(piperidin-1-yl)thiazolo[4,5-b]pyridin-6-yl)pyridinecarboxamide